3-(2-chloro-4-phenoxybenzoyl)-4-(((1R,5R)-4-(hydroxymethyl)-3-oxabicyclo[3.1.0]hexan-1-yl)amino)-1H-pyrrolo[2,3-b]pyridine-5-carbonitrile ClC1=C(C(=O)C2=CNC3=NC=C(C(=C32)N[C@]32COC([C@@H]2C3)CO)C#N)C=CC(=C1)OC1=CC=CC=C1